6-chloro-N-(4,4-difluorocyclohexyl)-2-(3-methyl-1H-pyrazol-1-yl)pyrimidin ClC1=CC=NC(N1C1CCC(CC1)(F)F)N1N=C(C=C1)C